11-hydroxyhenicosane-1,21-diyldioleate OC(CCCCCCCCCCCCCCCCCC\C=C/CCCCCCCC(=O)[O-])CCCCCCCCCCCCCCCCCC\C=C/CCCCCCCC(=O)[O-]